C(C)C1=C(C=CC(=C1)CN1CC2CCC(C1)N2S(=O)(=O)C)C2=C(C=C(C=C2)C(C(F)(F)F)(C(F)(F)F)O)C 2-(2'-ethyl-2-methyl-4'-((8-(methylsulfonyl)-3,8-diazabicyclo[3.2.1]octan-3-yl)methyl)-[1,1'-biphenyl]-4-yl)-1,1,1,3,3,3-hexafluoropropan-2-ol